FC=1C(=NC=CC1)CNC(=O)C=1N=C(OC1)CCNCCC1=NC2=C(N1)C=CC(=C2)C#CC=2C=NC=CC2 N-((3-fluoropyridin-2-yl)methyl)-2-(2-((2-(5-(pyridin-3-ylethynyl)-1H-benzo[d]imidazol-2-yl)ethyl)amino)ethyl)oxazole-4-carboxamide